C(CCCCCCCC)(=O)N[C@@H](CC(=O)O)C(=O)O N-pelargonoyl-aspartic acid